C(#N)C=1C=C(C=CC1)C1=CC=C(C=C1)CC(=O)O 2-(3'-cyano-[1,1'-biphenyl]-4-yl)acetic acid